CC=1C(=NC(=NC1C)NC1=CC=C(C=C1)OC)NC1=CC(=CC=C1)S(N)(=O)=O 5,6-dimethyl-N4-[3-(sulfamoyl)phenyl]-N2-[4-methoxyphenyl]pyrimidine-2,4-diamine